O[C@]12C(=NC3=CC=C(C=C3C1=O)C)N(CC2)C2=CC=CC=C2 |r| (±)-1,2,3,3a-Tetrahydro-3a-hydroxy-6-methyl-1-phenyl-4H-pyrrolo[2,3-b]quinolin-4-one